(S)-1-ethyl-6-((4-((2-hydroxy-1-phenylethyl)amino)-5-(5-methyl-1,3,4-oxadiazol-2-yl)pyridin-2-yl)amino)-1,2-dihydro-3H-indazol-3-one C(C)N1NC(C2=CC=C(C=C12)NC1=NC=C(C(=C1)N[C@H](CO)C1=CC=CC=C1)C=1OC(=NN1)C)=O